ethyl 7-[[(1S)-1-[(2S,4R)-2-[[(1S)-1-(4-ethynylphenyl)ethyl]carbamoyl]-4-hydroxy-pyrrolidine-1-carbonyl]-2,2-dimethyl-propyl]amino]-7-oxo-heptanoate C(#C)C1=CC=C(C=C1)[C@H](C)NC(=O)[C@H]1N(C[C@@H](C1)O)C(=O)[C@H](C(C)(C)C)NC(CCCCCC(=O)OCC)=O